tri(2-hydroxyethyl)isocyanuric acid OCCN1C(N(C(N(C1=O)CCO)=O)CCO)=O